{1-{1-[(3-chloro-4-fluoro-1-benzothien-2-yl)carbonyl]piperidin-4-yl}-3-[4-(7H-pyrrolo[2,3-d]pyrimidin-4-yl)-1H-pyrazol-1-yl]azetidin-3-yl}acetonitrile ClC1=C(SC2=C1C(=CC=C2)F)C(=O)N2CCC(CC2)N2CC(C2)(N2N=CC(=C2)C=2C1=C(N=CN2)NC=C1)CC#N